COC(=O)C=1C=CC2=C(N=C(O2)N2CCOCC2)C1.N1=C(C(=C(C2=C1NC1=C(C(=C(C(=C21)[2H])[2H])[2H])[2H])[2H])[2H])[2H] 9H-pyrido[2,3-b]indole-d7 Methyl-2-morpholinobenzo[d]oxazole-5-carboxylate